OC1=C(C2=CC=CC=C2C(=C1)O)C=O 2,4-Dihydroxy-1-naphthaldehyd